P(OCC)(OCC)(SC(C1=CC=CC=C1)C1=C(C=CC=C1)NS(=O)(=O)C1=CC=C(C=C1)C)=O O,O-DIETHYL S-((2-((4-METHYLPHENYL)SULFONAMIDO)PHENYL)(PHENYL)METHYL) PHOSPHOROTHIOATE